CC1(COC2=C1C=CC(=C2)C2CN(C2)C(=O)N2CC(CC2)C2=CC=NN2)C (-)-[3-(3,3-Dimethyl-2H-benzofuran-6-yl)azetidin-1-yl]-[3-(1H-pyrazol-5-yl)pyrrolidin-1-yl]methanone